(2S,6S)-4-benzyl-2-((benzyloxy)methyl)-6-methyl-3-oxopiperazin C(C1=CC=CC=C1)N1C([C@@H](N[C@H](C1)C)COCC1=CC=CC=C1)=O